FC1=NC=CC(=C1F)B(O)O (2,3-difluoropyridin-4-yl)boronic acid